2-(5-(cyclopropylmethyl)-4-(3-fluoro-4-sulfamoylbenzyl)-3-(3'-isopropyl-[1,1'-biphenyl]-3-yl)-1H-pyrazol-1-yl)thiazole-4-carboxylic acid C1(CC1)CC1=C(C(=NN1C=1SC=C(N1)C(=O)O)C=1C=C(C=CC1)C1=CC(=CC=C1)C(C)C)CC1=CC(=C(C=C1)S(N)(=O)=O)F